C(#N)C1=CC(=C(COC2=CC=CC(=N2)N2C=NN(CC2)CC2=NC3=C(N2CCOC)C=C(C=C3)C(=O)O)C=C1)F 2-((4-(6-((4-cyano-2-fluorobenzyl)oxy)pyridin-2-yl)-5,6-dihydro-1,2,4-triAzin-1(4H)-yl)methyl)-1-(2-methoxyethyl)-1H-benzo[d]imidazole-6-carboxylic acid